3-hydroxy-1,1-dimethyl-1,2,3,6-tetrahydropyridin-1-ium iodide [I-].OC1C[N+](CC=C1)(C)C